OC(C)CC(CCCCCC)OCC(=O)C1=CC=CC=C1 2-hydroxy-4-decyloxyacetophenone